2,6-Dichloro-5-fluoro-pyridine-3-carbohydroxamic acid ClC1=NC(=C(C=C1C(=O)NO)F)Cl